CC1=NC(=NC=C1)C1=CN=C(C2=CC(=C(C=C12)C(=O)N)OC(C)C)OC[C@H]1NC(CC1)=O 4-(4-methylpyrimidin-2-yl)-1-{[(2S)-5-oxopyrrolidin-2-yl]methoxy}-7-(propan-2-yloxy)isoquinoline-6-carboxamide